3-(difluoromethyl)-4-methyl-8-(pyrrolidin-1-yl)pyrimido[4',5':4,5]thieno[2,3-c]pyridazine FC(C1=C(C2=C(N=N1)SC1=C2N=CN=C1N1CCCC1)C)F